NC1=C(C=C(C=C1C)F)C(C)=O 1-(2-amino-5-fluoro-3-methylphenyl)ethan-1-one